FCCOC=1C(=NC(=NC1OC)NS(=O)(=O)C1=CNC(=C1)C=1N=CSC1)OC N-[5-(2-fluoroethoxy)-4,6-dimethoxy-pyrimidin-2-yl]-5-thiazol-4-yl-1H-pyrrole-3-sulfonamide